2-(4-cyclopropyl-6-methoxypyrimidin-5-yl)-N-(2,6-difluoro-4-(1-isopropyl-4-(trifluoromethyl)-1H-imidazol-2-yl)benzyl)-7H-purin-6-amine C1(CC1)C1=NC=NC(=C1C1=NC(=C2NC=NC2=N1)NCC1=C(C=C(C=C1F)C=1N(C=C(N1)C(F)(F)F)C(C)C)F)OC